racemic-methyl-4-bromo-5-chloro-6-fluoro-2-phenylindoline-2-carboxylate COC(=O)[C@]1(NC2=CC(=C(C(=C2C1)Br)Cl)F)C1=CC=CC=C1 |r|